N,N-di(n-butyl)-aminoethyl-methacrylamide C(CCC)N(C(C(=CCCN)C)=O)CCCC